2-(2,5-Dihydroxy-4-sulfophenyl)-1H-benzo[d]imidazole-4-carboxylic acid OC1=C(C=C(C(=C1)S(=O)(=O)O)O)C1=NC2=C(N1)C=CC=C2C(=O)O